2-(1,1-dioxidoisothiazolidin-2-yl)-N-methylacetamide O=S1(N(CCC1)CC(=O)NC)=O